ethyl 2-(2-((5-bromo-2-formylbenzofuran-3-yl)methoxy)-4-methoxyphenyl)acetate BrC=1C=CC2=C(C(=C(O2)C=O)COC2=C(C=CC(=C2)OC)CC(=O)OCC)C1